COC(C(C(CC(=O)OC)=O)C=O)=O.CC1SC2=CC=CC=C2CC1 2-methyl-thiochroman Dimethyl-2-formyl-3-oxopentanedioate